1-(2-fluoroisonicotinoyl)-2,2-dimethyl-1,2,3,6-tetrahydropyridin FC=1C=C(C(=O)N2C(CC=CC2)(C)C)C=CN1